(3-methyl-1,2,3,4-tetrahydro-8-quinolinyl)sulphonamide CC1CNC2=C(C=CC=C2C1)S(=O)(=O)N